NC1=NC=2C=C(C=CC2C=2C1=NN(C2)CCN(CC)C(C)=O)C2=NNC=C2 N-[2-[4-amino-7-(1H-pyrazol-3-yl)-2H-pyrazolo[3,4-c]quinolin-2-yl]ethyl]-N-ethylacetylamine